1,3-bis(1,1-dimethylpropyl)imidazolium bicarbonate C([O-])(O)=O.CC(CC)(C)N1C=[N+](C=C1)C(CC)(C)C